O1C=CC=2C(=NC=CC21)C2=CC=C(C(=O)NC1CCN(CC1)C1=CC=NN1C)C=C2 4-(furo[3,2-c]pyridin-4-yl)-N-[1-(1-methyl-1H-pyrazol-5-yl)piperidin-4-yl]benzamide